OC(CC(=O)O)(O)O 2-trihydroxymethyl-acetic acid